C1C(CCC=2C=CC=3C(C=4C=CC=CC4CC3C21)=O)=O 1,2,3,4-tetrahydrobenzanthracene-7,2-dione